ClC=1C=CC2=C([C@H](C[C@H](O2)C(=O)NC23CC(C2)(C3)C3=NC(=NO3)C3=CC(=C(C=C3)Cl)F)O)C1 (2S,4S)-6-chloro-N-{3-[3-(4-chloro-3-fluorophenyl)-1,2,4-oxadiazol-5-yl]bicyclo[1.1.1]pentan-1-yl}-4-hydroxy-3,4-dihydro-2H-1-benzopyran-2-carboxamide